(3-(hydroxymethyl)piperazin-1-yl)methanone 2,2,2-trifluoroacetate FC(C(=O)O)(F)F.OCC1CN(CCN1)C=O